BrC=1C=CC(=NC1)N1N=NC(=C1)C=O 1-(5-bromopyridin-2-yl)-1H-1,2,3-triazole-4-carbaldehyde